CN1N=CC2=C1CN([C@@H]2C(=O)OC(C)(C)C)C(=O)OC(C)(C)C (S)-di-tert-butyl 1-methyl-4,6-dihydropyrrolo[3,4-c]pyrazole-4,5(1H)-dicarboxylate